tert-butyl 5-((5-carbamoyl-2-chloropyrimidin-4-yl)amino)-3,4-dihydroisoquinoline-2(1H)-carboxylate C(N)(=O)C=1C(=NC(=NC1)Cl)NC1=C2CCN(CC2=CC=C1)C(=O)OC(C)(C)C